C(C(C)C)P(C1=C(SC(=C1P(CC(C)C)CC(C)C)C(C)C)C(C)C)CC(C)C 3,4-bis(diisobutylphosphino)-2,5-diisopropylthiophene